2-amino-N-[(2R)-1-hydroxybut-2-yl]-5-{7-methanesulfonamido-1-oxo-2-[(2S)-1,1,1-trifluoropropan-2-yl]-2,3-dihydro-1H-isoindol-5-yl}pyrazolo[1,5-a]pyrimidine-3-carboxamide NC1=NN2C(N=C(C=C2)C=2C=C3CN(C(C3=C(C2)NS(=O)(=O)C)=O)[C@H](C(F)(F)F)C)=C1C(=O)N[C@@H](CO)CC